CCCC/C=C/OC(=O)C hexenyl acetate